(4S)-tert-Butyl 4-((1-(2-chlorophenyl)-2-(3,3-difluorocyclobutylamino)-2-oxoethyl)(3-fluorophenyl)carbamoyl)-3-(4-cyanopyridin-2-yl)-2-oxoimidazolidine-1-carboxylate ClC1=C(C=CC=C1)C(C(=O)NC1CC(C1)(F)F)N(C(=O)[C@H]1N(C(N(C1)C(=O)OC(C)(C)C)=O)C1=NC=CC(=C1)C#N)C1=CC(=CC=C1)F